3-{7-Fluoro-1-methyl-4-oxo-1H,4H,5H-pyrazolo[4,3-c]quinolin-5-yl}-N-[2-fluoro-4-(tributylstannyl)phenyl]propanamide FC=1C=CC=2C3=C(C(N(C2C1)CCC(=O)NC1=C(C=C(C=C1)[Sn](CCCC)(CCCC)CCCC)F)=O)C=NN3C